1-(2-(3-(Aminomethyl)oxetan-3-yl)-2-azaspiro[3.5]nonan-7-yl)-3-butyl-5-(diaminomethylene)pyrimidine-2,4,6(1H,3H,5H)-trione NCC1(COC1)N1CC2(C1)CCC(CC2)N2C(N(C(C(C2=O)=C(N)N)=O)CCCC)=O